(R)-1-((6-butoxy-3-methyl-3,4-dihydronaphthalen-2-yl)methyl)azetidine-3-carboxylic acid methyl ester COC(=O)C1CN(C1)CC1=CC2=CC=C(C=C2C[C@H]1C)OCCCC